ClC=1C=C(N(C)C2CCC(CC2)NC(=O)C2=CC=C(N=N2)N2CCC(CC2)CCCCCC(=O)O)C=CC1C#N 6-[1-[6-[[4-(3-chloro-4-cyano-N-methyl-anilino)cyclohexyl]carbamoyl]pyridazin-3-yl]-4-piperidyl]hexanoic acid